BrC=1C2C=NN(C2C=C(C1C1CC1)Cl)C1OCCCC1 4-bromo-6-chloro-5-cyclopropyl-1-(tetrahydro-2H-pyran-2-yl)-3a,7a-dihydro-1H-indazole